CC(COC)(COC)C 2,2-dimethyl-1,3-dimethoxy-propane